4-bromo-1,1,3,4-tetrafluorobut-1-ene BrC(C(C=C(F)F)F)F